(E)-3-(4-Chlorophenyl)-1-[2,4-dihydroxy-6-[(2S,3S,4S,5R,6R)-3,4,5-trihydroxy-6-(hydroxymethyl)oxan-2-yl]oxyphenyl]prop-2-en-1-one ClC1=CC=C(C=C1)/C=C/C(=O)C1=C(C=C(C=C1O[C@@H]1O[C@@H]([C@@H]([C@@H]([C@@H]1O)O)O)CO)O)O